3-[1-(2,2-difluoroethyl)piperidin-4-yl]-7-(2,8-dimethylimidazo[1,2-b]pyridazin-6-yl)-5-fluorocinnoline FC(CN1CCC(CC1)C=1N=NC2=CC(=CC(=C2C1)F)C=1C=C(C=2N(N1)C=C(N2)C)C)F